N2-(2-methyl-4-(2-oxa-6-azaspiro[3.3]heptan-6-yl)phenyl)spiro[3.3]heptane-2,6-diamine CC1=C(C=CC(=C1)N1CC2(COC2)C1)NC1CC2(C1)CC(C2)N